FC(C=1N=CC=2N(C1)C(=CN2)C2=NC=CC(=N2)C2=CC=C(S2)CO)F (5-(2-(6-(Difluoromethyl)imidazo[1,2-a]pyrazin-3-yl)pyrimidin-4-yl)thiophen-2-yl)methanol